C(C)(C)N1N=CC(=C1)C1=CC=C2C(=CN(C2=C1)C)C(=O)O 6-(1-isopropyl-1H-pyrazol-4-yl)-1-methyl-1H-indole-3-carboxylic acid